3-[2-[2-(methylamino)pyrimidin-5-yl]ethynyl]benzamide CNC1=NC=C(C=N1)C#CC=1C=C(C(=O)N)C=CC1